C(C=C)(=O)N1CCN(CC1)C1=C(C=NC2=C(C(=NC=C12)C1=CC=CC2=CC=C(C(=C12)Cl)F)F)C#N 4-(4-acryloylpiperazin-1-yl)-7-(8-chloro-7-fluoronaphthalen-1-yl)-8-fluoro-1,6-naphthyridine-3-carbonitrile